C(CCCCCCCCCCCCCCCCC)C1=C(C(=CC=C1)O)O 3-octadecyl-benzene-1,2-diol